BrC=1C=CC=2N(C3=CC=C(C=C3C2C1)Br)CC1=CC=C(C=C1)Br 3,6-dibromo-9-(4-bromobenzyl)carbazole